2-isopropyl-6-(trifluoromethyl)pyrrolo[2,3-b]pyridin C(C)(C)C1=CC=2C(=NC(=CC2)C(F)(F)F)N1